ClC=1C=C(C=CC1)N[C@@H](CC(C)C)C(=O)N1[C@@H]2CC([C@H]([C@@H]1C(=O)N[C@H](/C=C(\C(=O)OCC)/F)C[C@H]1C(NCC1)=O)CC2)(F)F ethyl (S,E)-4-((1S,3R,4S)-2-((3-chlorophenyl)-L-leucyl)-5,5-difluoro-2-azabicyclo[2.2.2]octane-3-carboxamido)-2-fluoro-5-((S)-2-oxopyrrolidin-3-yl)pent-2-enoate